(2,4,6-trimethylbenzoyl)-ethyl phenylphosphonate C1(=CC=CC=C1)P(OCCC(C1=C(C=C(C=C1C)C)C)=O)([O-])=O